6-hydroxy-4-[(3-methylisoxazol-5-yl)methyl]-5-oxo-4,5-dihydrothieno[3,2-b]pyridine-7-carboxylic acid OC1=C(C2=C(N(C1=O)CC1=CC(=NO1)C)C=CS2)C(=O)O